OC1=CC=C(C(=O)NCS(=O)(=O)C2=CC=C(C=C2)OC)C=C1 4-hydroxy-N-(((4-methoxyphenyl)sulfonyl)methyl)benzamide